C(C)(C)(C)C1=CC=C(CC(CC(=O)NC=2C=CC=C3C=CC=NC23)C[Si](C2=CC=CC=C2)(C)C)C=C1 3-[4-(tert-Butyl)benzyl]-4-[dimethyl(phenyl)silyl]-N-(quinolin-8-yl)butanamide